FC1=C(C=C(C=N1)C=1N=NN(C1)CC=1N=C2N(C=C(C=C2)C=O)C1)N1CCCC1 2-((4-(6-fluoro-5-(pyrrolidin-1-yl)pyridin-3-yl)-1H-1,2,3-triazol-1-yl)methyl)imidazo[1,2-a]pyridine-6-formaldehyde